P-(4-(5-(chlorodifluoromethyl)-1,2,4-oxadiazol-3-yl)benzyl)-N-(2-chlorophenyl)-P-methylphosphinic amide ClC(C1=NC(=NO1)C1=CC=C(CP(NC2=C(C=CC=C2)Cl)(=O)C)C=C1)(F)F